C(CCCCCCC1=NC=C(C(=O)N)C=C1)C1=NC=C(C(=O)N)C=C1 6,6'-(heptane-1,7-diyl)dinicotinamide